O[C@@H](CC(CCC1=CC=CC=C1)=O)CCC1=CC=CC=C1 (5R)-5-hydroxy-1,7-diphenyl-3-heptanone